N-(Adamantan-1-yl)-2-((5-Chloro-2-(Methylthio)Pyrimidin-4-yl)Oxy)Acetamide C12(CC3CC(CC(C1)C3)C2)NC(COC2=NC(=NC=C2Cl)SC)=O